8-((1R,3R,5S)-bicyclo[3.1.0]hexan-3-yl)-6-(difluoromethyl)-2-((1-((1-methyl-1H-pyrazol-3-yl)sulfonyl)piperidin-4-yl)amino)pyrido[2,3-d]pyrimidin-7(8H)-one [C@H]12CC(C[C@@H]2C1)N1C(C(=CC2=C1N=C(N=C2)NC2CCN(CC2)S(=O)(=O)C2=NN(C=C2)C)C(F)F)=O